ClC=1C(=NN(C1NC(=O)N[C@@H]1CN(C[C@H]1C1=CC=C(C=C1)F)CCOC)C1=CC=CC=C1)COC 1-(4-chloro-3-(methoxy-methyl)-1-phenyl-1H-pyrazol-5-yl)-3-((3S,4R)-4-(4-fluorophenyl)-1-(2-methoxyethyl)pyrrolidin-3-yl)urea